C(C)(C)C1=C(C(=CC=C1)C(C)C)N=C=O 2,6-Diisopropylphenyl isocyanat